The molecule is the 2-amino derivative of muconic acid. It has a role as a mouse metabolite. It derives from a muconic acid. It is a conjugate acid of a 2-aminomuconate(2-) and a 2-ammoniomuconate(1-). C(=C/C(=O)O)\\C=C(\\C(=O)O)/N